4-vinylstyrene C(=C)C1=CC=C(C=C)C=C1